2-aminoethyl-dithiopropionic acid NCCC(C(=S)S)C